3-cyclopropyl-5-(3,3-difluoroazetidine-1-carbonyl)-8-fluoro-N-[6-(4-isopropyl-4H-1,2,4-triazol-3-yl)pyridin-2-yl]-5,6-dihydro-4H-benzo[f]imidazo[1,5-a][1,4]diazepine-9-carboxamide C1(CC1)C=1N=CN2C1CN(CC1=C2C=C(C(=C1)F)C(=O)NC1=NC(=CC=C1)C1=NN=CN1C(C)C)C(=O)N1CC(C1)(F)F